1'-(2-Aminoethyl)-5'-(4-((4-((5-(trifluoromethyl)pyridin-2-yl)amino)piperidin-1-yl)sulfonyl)phenyl)spiro[cyclopropane-1,3'-pyrrolo[2,3-b]pyridin]-2'(1'H)-one NCCN1C(C2(C=3C1=NC=C(C3)C3=CC=C(C=C3)S(=O)(=O)N3CCC(CC3)NC3=NC=C(C=C3)C(F)(F)F)CC2)=O